ClC=1C=C2C=C(NC2=CC1C1=NC=C(N=C1)NC)CNC(C)=O N-({5-chloro-6-[5-(methylamino)-2-pyrazinyl]-2-indolyl}methyl)acetamide